ClC=1C=C(C=CC1)C1=NC(=NN1C)CN1CCCC1 5-(3-chlorophenyl)-1-methyl-3-(pyrrolidin-1-ylmethyl)-1H-1,2,4-triazole